(E)-3-(6-amino-pyridin-3-yl)-N-((7-(4-fluoro-phenyl)-5-(4-(trifluoro-methyl)phenyl)benzofuran-2-yl)methyl)acrylamide NC1=CC=C(C=N1)/C=C/C(=O)NCC=1OC2=C(C1)C=C(C=C2C2=CC=C(C=C2)F)C2=CC=C(C=C2)C(F)(F)F